N-(4-methoxybenzyl)-5-methyl-2-(methylthio)pyrido[3,4-d]pyrimidin-8-amine COC1=CC=C(CNC2=NC=C(C3=C2N=C(N=C3)SC)C)C=C1